ClC=1C(=C(C=CC1)NC1=C(NC=2CN(CC(C21)=O)C(=O)OC(C)(C)C)C2=C(C=NC=C2)OCC(C)(C)OC)OC tert-butyl 3-[(3-chloro-2-methoxyphenyl)amino]-2-[3-(2-methoxy-2-methylpropoxy)pyridin-4-yl]-4-oxo-1H,5H,7H-pyrrolo[2,3-c]pyridine-6-carboxylate